COC1=CC=C(CNC(N(CC2CCNCC2)C)=O)C=C1 3-(4-methoxybenzyl)-1-methyl-1-(piperidin-4-ylmethyl)urea